4-({[5-(2-CHLORO-5-METHOXYPHENYL)-1,3-OXAZOL-2-YL]METHYL}SULFANYL)-6-(FLUOROMETHYL)-1,3,5-TRIAZIN-2-AMINE ClC1=C(C=C(C=C1)OC)C1=CN=C(O1)CSC1=NC(=NC(=N1)CF)N